O=C1NC(CCC1N1C(C2=CC=C(C=C2C1)C=O)=O)=O 2-(2,6-dioxo-3-piperidyl)-1-oxo-isoindoline-5-carbaldehyde